1-bromo-3-(2,2-diethoxyethoxy)-2-methoxybenzene BrC1=C(C(=CC=C1)OCC(OCC)OCC)OC